6-chloro-2-methoxy-3-[1-(oxan-2-yl)pyrazol-4-yl]pyridine methyl-(3S)-2-[(3-{[(benzyloxy)carbonyl]amino}-5-fluoropyridin-2-yl)methyl]-3-[(tert-butoxycarbonyl)amino]-3-phenylpropanoate COC(C([C@@H](C1=CC=CC=C1)NC(=O)OC(C)(C)C)CC1=NC=C(C=C1NC(=O)OCC1=CC=CC=C1)F)=O.ClC1=CC=C(C(=N1)OC)C=1C=NN(C1)C1OCCCC1